ethyl 4-chloro-3-oxo-butanoate ClCC(CC(=O)OCC)=O